6-bromo-5-chloro-2-methylpyridin-3-amine BrC1=C(C=C(C(=N1)C)N)Cl